C(C)(=O)OC[C@@H]([C@H]1OC([C@@H]([C@@H]1OC(C)=O)OC(C)=O)OC(C)=O)OC(C)=O [(2S)-2-acetoxy-2-[(2R,3R,4R)-3,4,5-triacetoxytetra-hydrofuran-2-yl] ethyl] acetate